(S)-6-fluoro-5-[4-(5-fluoro-2,3-dihydrobenzofuran-7-yl)-2-hydroxy-4-methyl-2-trifluoromethyl-pentylamino]-2-methylquinoline FC=1C(=C2C=CC(=NC2=CC1)C)NC[C@@](CC(C)(C)C1=CC(=CC=2CCOC21)F)(C(F)(F)F)O